5-ketoenanthic acid methyl ester COC(CCCC(CC)=O)=O